C(C)(C)C1=CC=C2CCN(C2=C1)C(CN1C[C@H](NCC1)C)=O 1-(6-Isopropyl-2,3-dihydro-indol-1-yl)-2-((R)-3-methyl-piperazin-1-yl)-ethanone